S-(pyrimidin-5-ylmethyl)ethanethioate N1=CN=CC(=C1)CS=C(C)[O-]